methyl N-[5-[6-[(3-chlorophenyl)-methyl-carbamoyl]imidazo[1,2-a]pyridin-3-yl]-2-pyridyl]carbamate ClC=1C=C(C=CC1)N(C(=O)C=1C=CC=2N(C1)C(=CN2)C=2C=CC(=NC2)NC(OC)=O)C